FC1=CNC2=NC(=C(C=C21)OC2=C(C(=O)O)C=CC(=C2)N2CCC1(CC(C1)N1[C@@H](CN(CC1)CC1=CC=C(C=C1)OC)C1=C(C=CC=C1)C(C)C)CC2)OC (R)-2-((3-fluoro-6-methoxy-1H-pyrrolo[2,3-b]pyridin-5-yl)oxy)-4-(2-(2-(2-isopropylphenyl)-4-(4-methoxybenzyl)piperazin-1-yl)-7-azaspiro[3.5]nonan-7-yl)benzoic acid